(1-Methanesulfonyl-piperidin-4-yl)-{4-[4-(3-methyl-1h-pyrazol-4-yl)-benzotriazol-1-yl]-pyrimidin-2-yl}-amine CS(=O)(=O)N1CCC(CC1)NC1=NC=CC(=N1)N1N=NC2=C1C=CC=C2C=2C(=NNC2)C